(R)-2-((3E,7E)-11-cyclohexylidene-4,8-dimethylundeca-3,7-dien-1-yl)-2,5,7,8-tetramethylchroman-6-ol C1(CCCCC1)=CCC/C(=C/CC/C(=C/CC[C@]1(OC2=C(C(=C(C(=C2CC1)C)O)C)C)C)/C)/C